NC(C(CCC(=O)OC(C)(C)C)N1C(C2=CC=C(C=C2C1)C1=NC=C(C(=C1)CO)C)=O)=O tert-butyl 5-amino-4-(5-(4-(hydroxymethyl)-5-methylpyridin-2-yl)-1-oxoisoindolin-2-yl)-5-oxopentanoate